N-allyl-isatoic anhydride C(C=C)N1C=2C(C(=O)OC1=O)=CC=CC2